C(C)(=O)O.C(=CC1=CC=CC=C1)C=CC(=O)O styreneacrylic acid acetate